methyl (R)-1-(2-(2-chloro-4-fluorophenyl)acetyl)piperidine-3-carboxylate ClC1=C(C=CC(=C1)F)CC(=O)N1C[C@@H](CCC1)C(=O)OC